lithium 4-tert-amylphenoxide C(C)(C)(CC)C1=CC=C([O-])C=C1.[Li+]